2-((4-chloro-5-((7-methyl-1-oxo-2,5,6,7-tetrahydro-1H-cyclopenta[c]pyridin-4-yl)oxy)bicyclo[4.2.0]octa-1,3,5-trien-2-yl)amino)-2-oxoacetic acid ClC1=CC(=C2CCC2=C1OC=1C2=C(C(NC1)=O)C(CC2)C)NC(C(=O)O)=O